CC1=C(C=C(N)C=C1)C(F)(F)F 4-methyl-3-(trifluoromethyl)aniline